BrC1=CC=C(C=C1)Br 1,4-bisBromobenzene